C(C)(=O)OC1=C(C(=CC(=C1O)OC(C)=O)C)C 2,6-diacetoxy-methyl-p-cresol